CN1CCN(CC1)CCC[Si](C1=CC=C(C=C1)C(=C)C1=CC=CC=C1)(OC)OC 1-[4-[[3-(4-methylpiperazine-1-yl)propyl]dimethoxysilyl]phenyl]-1-phenylethylene